1-(2-chloro-4-((5-(cyanomethoxy)-2,3-dihydro-[1,4]dioxino[2,3-f]quinolin-10-yl)oxy)phenyl)-3-cyclopropylurea ClC1=C(C=CC(=C1)OC1=CC=NC2=CC(=C3C(=C12)OCCO3)OCC#N)NC(=O)NC3CC3